octadecyldimethylammonium methyl-methacrylate bromide [Br-].COC(C(=C)C)=O.C(CCCCCCCCCCCCCCCCC)[NH+](C)C